7-(2-(1-methylureido)ethoxy)-1H-indazol CN(C(=O)N)CCOC=1C=CC=C2C=NNC12